6-bromo-2-(3-{3-[(4-methyl-1,2,4-triazol-3-yl)methyl]oxetan-3-yl}phenyl)-4-(trifluoromethyl)-3H-isoindol-1-one BrC1=CC(=C2CN(C(C2=C1)=O)C1=CC(=CC=C1)C1(COC1)CC1=NN=CN1C)C(F)(F)F